3-(6,8-difluoro-7-(6-methyl-1-(tetrahydro-2H-pyran-2-yl)-5-(trifluoromethyl)-1H-indazol-4-yl)-2-(methylthio)quinazolin-4-yl)-3,8-diazabicyclo[3.2.1]octane-8-carboxylate FC=1C=C2C(=NC(=NC2=C(C1C1=C2C=NN(C2=CC(=C1C(F)(F)F)C)C1OCCCC1)F)SC)N1CC2CCC(C1)N2C(=O)[O-]